C(C1=CC=CC=C1)N1C=C(C=CC1=O)C(=O)O 1-benzyl-6-oxo-1,6-dihydropyridine-3-carboxylic acid